C(C)(C)(C)[Si](OC1CC(NC2=C(C1)C=C(C=C2)Cl)=S)(C)C 4-{[tert-butyl-(dimethyl)silyl]oxy}-7-chloro-1,3,4,5-tetrahydro-2H-1-benzazepine-2-thione